FC1=C(C=CC(=C1I)F)C=1C(=C(C=C(C1)C)S(=O)(=O)N)OC (2,4-difluoro-3-iodophenyl)-2-methoxy-5-methylbenzenesulfonamide